CN(C=1SC=2C(=NC=C(N2)C2=C(C=C(C=C2)C=2C=NNC2)O)N1)C1CC(NC(C1)(C)C)(C)C 2-{2-[methyl(2,2,6,6-tetramethylpiperidin-4-yl)amino][1,3]thiazolo[4,5-b]pyrazin-6-yl}-5-(1H-pyrazol-4-yl)phenol